(1-(2-(1-(2,3-dimethylphenyl)piperidin-4-yl)ethyl)-1,4,5,6-tetrahydrocyclopenta[c]pyrazol-3-yl)(4-hydroxypiperidin-1-yl)methanone CC1=C(C=CC=C1C)N1CCC(CC1)CCN1N=C(C2=C1CCC2)C(=O)N2CCC(CC2)O